[N-]=C=O.[N-]=C=O.CC1(C(C=C(C=C1)C)C)C p-dimethyl-xylene diisocyanate